2-(6-{5-chloro-2-[(cyanoethyl)amino]pyrimidin-4-yl}-1-oxo-2,3-dihydro-1H-isoindol-2-yl)-N-[(1R)-1-(3-methoxyphenyl)ethyl]acetamide ClC=1C(=NC(=NC1)NCCC#N)C1=CC=C2CN(C(C2=C1)=O)CC(=O)N[C@H](C)C1=CC(=CC=C1)OC